(R)-6-(3-Methylpyrrolidin-1-yl)quinoline-4-carboxylic acid HCl Cl.C[C@H]1CN(CC1)C=1C=C2C(=CC=NC2=CC1)C(=O)O